rac-(4aR,8aS)-6-[2-methyl-3-[[4-(trifluoromethyl)phenyl]methoxy]azetidine-1-carbonyl]-4,4a,5,7,8,8a-hexahydropyrido[4,3-b][1,4]oxazin-3-one CC1N(CC1OCC1=CC=C(C=C1)C(F)(F)F)C(=O)N1C[C@@H]2[C@@H](OCC(N2)=O)CC1 |r|